FC(C(C(F)(F)F)(O)C1=CC=C(C=C1)C1=C(C=C(C=C1)CN1[C@@H](CN(CC1)CC1=CC=NC=C1)C(=O)OCCO)C)(F)F 2-hydroxyethyl (S)-1-((4'-(1,1,1,3,3,3-hexafluoro-2-hydroxypropan-2-yl)-2-methyl-[1,1'-biphenyl]-4-yl)methyl)-4-(pyridin-4-ylmethyl)piperazine-2-carboxylate